(R)-N-(5-((3-((5-fluoropyridin-2-yl)oxy)pyrrolidin-1-yl)methyl)thiazol-2-yl)acetamide (E)-2-(1,3-dithian-2-yl)phenyl-hex-3-enoate S1C(SCCC1)C1=C(C=CC=C1)OC(C\C=C\CC)=O.FC=1C=CC(=NC1)O[C@H]1CN(CC1)CC1=CN=C(S1)NC(C)=O